CC1=C(C(=CC(=C1)C#CC)C)C1=C(CC2(CCN(CC2)C(=O)OCCCC)CC1=O)OC butyl 9-(2,6-dimethyl-4-prop-1-ynyl-phenyl)-8-methoxy-10-oxo-3-azaspiro[5.5]undec-8-ene-3-carboxylate